2-(3-(2,3-difluorophenyl)-5-methylthiophen-2-yl)benzoic acid FC1=C(C=CC=C1F)C1=C(SC(=C1)C)C1=C(C(=O)O)C=CC=C1